6-(2,6-dichlorophenyl)-3-(isoquinolin-4-yl)thieno[3,2-d]pyrimidine-2,4(1H,3H)-dione ClC1=C(C(=CC=C1)Cl)C1=CC=2NC(N(C(C2S1)=O)C1=CN=CC2=CC=CC=C12)=O